BrC1=NN2C(NC(=C(C2=O)N2CC3N(C(C2)C3)C(=O)OC(C)(C)C)CC)=N1 tert-butyl 3-(2-bromo-5-ethyl-7-oxo-4,7-dihydro-[1,2,4]triazolo[1,5-a]pyrimidin-6-yl)-3,6-diazabicyclo[3.1.1]heptane-6-carboxylate